C[C@H](CCCC(C)C)[C@H]1CC[C@@H]2[C@@]1(CC[C@H]3[C@H]2[C@@H](CC4=CC(=O)CC[C@]34C)O)C The molecule is a cholestanoid consisting of a cholesterol core having an oxo group at the 3-position, a C=C bond at the 4,5-position and an alpha-hydroxy group at the 7-position. It has a role as a human metabolite and a mouse metabolite. It is a 7alpha-hydroxy steroid, a cholestanoid and a 3-oxo-Delta(4) steroid.